COC1=C(C(NC(=C1)C)=O)CC1=C(C(=O)N)C=CC(=C1)C=1C=CC=C2C(C=C(OC12)N1CCOCC1)=O ((4-methoxy-6-methyl-2-oxo-1,2-dihydropyridin-3-yl)methyl)-4-(2-morpholino-4-oxo-4H-chromen-8-yl)benzamide